ClC1C=C(C=CC1([N+](=O)[O-])Cl)\C=C\C(=O)C1=CC=CC=C1 3,4-dichloro-4-nitrochalcone